C(C(C)C)C(CN)N iso-butylethane-1,2-diamine